1-(14-azido-2,2-dimethyl-3,6,9,12-tetraoxatetradecyl)-2-(ethoxymethyl)-1H-imidazo[4,5-c]quinolin-4-amine N(=[N+]=[N-])CCOCCOCCOCCOC(CN1C(=NC=2C(=NC=3C=CC=CC3C21)N)COCC)(C)C